7-((2S,5R)-4-acryloyl-2,5-dimethylpiperazin-1-yl)-9-chloro-10-(2-fluoro-6-hydroxyphenyl)-5-oxo-3,5-dihydro-2H-[1,4]oxazino[2,3,4-ij]quinoline-6-carbonitrile C(C=C)(=O)N1C[C@@H](N(C[C@H]1C)C1=C(C(N2C3=C(C(=C(C=C13)Cl)C1=C(C=CC=C1O)F)OCC2)=O)C#N)C